N-(5-chloro-2-fluorobenzyl)-6-fluoro-1-(4-fluorophenyl)-4-oxo-7-(piperazin-1-yl)-1,4-dihydroquinoline-3-carboxamide ClC=1C=CC(=C(CNC(=O)C2=CN(C3=CC(=C(C=C3C2=O)F)N2CCNCC2)C2=CC=C(C=C2)F)C1)F